(S)-6-chloro-(cyclopropylethynyl)-1,4-dihydro-4-(trifluoromethyl)-2H-3,1-benzoxazin-2-one ClC=1C=CC2=C([C@H](OC(N2C#CC2CC2)=O)C(F)(F)F)C1